C[C@H]1N(CCOC1)C1=NC2=C(N=CC=C2C(=C1)C=1CN(CCC1)C)C1=CC=NN1 2-[(3R)-3-methylmorpholin-4-yl]-4-(1-methyl-1,2,5,6-tetrahydropyridin-3-yl)-8-(1H-pyrazol-5-yl)-1,7-naphthyridine